(4-(3,5,6-triphenyl-pyrazine-2-yl)phenyl)boric acid C1(=CC=CC=C1)C=1C(=NC(=C(N1)C1=CC=CC=C1)C1=CC=CC=C1)C1=CC=C(C=C1)OB(O)O